COC=1C=C2CCCC(C2=CC1)=O 6-(Methoxy)tetralone